C(C)NC(=O)C=1N=NN(C1)CC(CCC=1SC(=NN1)NC(CC1=CC(=CC=C1)OC(F)(F)F)=O)F N-ethyl-1-[2-fluoro-4-(5-{2-[3-(trifluoromethoxy)phenyl]acetamido}-1,3,4-thiadiazol-2-yl)butyl]-1H-1,2,3-triazole-4-carboxamide